C[C@@H]1CN(C[C@H](N1)C)C1=CN=CC(=N1)C#N 6-[(3R,5R)-3,5-dimethylpiperazin-1-yl]pyrazine-2-carbonitrile